4-bromo-2-{[(2S)-1,1,1-trifluoroprop-2-yl]oxy}benzonitrile BrC1=CC(=C(C#N)C=C1)O[C@H](C(F)(F)F)C